N1N=C(C=C1)COC1=CC=C(C=C1)C1=C(C(=CC=C1)C1C(NC(CC1)=O)=O)Cl 3-(4'-((1H-pyrazol-3-yl)methoxy)-2-chloro-[1,1'-biphenyl]-3-yl)piperidine-2,6-dione